4-hydroxy-1-(4-methyl-5-(4,4,5,5-tetramethyl-1,3,2-dioxaborolan-2-yl)pyridin-2-yl)butan-1-one OCCCC(=O)C1=NC=C(C(=C1)C)B1OC(C(O1)(C)C)(C)C